C(CCCCCCC)SC1=NC(=NC(=N1)SCCCCCCCC)NC1=CC(=C(C(=C1)C(C)(C)C)O)C(C)(C)C 4-[(4,6-dioctylthio-1,3,5-triazin-2-yl)amino]-2,6-di-tert-butylphenol